C12CNCC(N1C1=C(C=C(C=C1)C=1N=C(SC1)NC([C@H](C)N1C=NC=3N(C(N(C(C13)=O)C)=O)C)=O)F)C2 (2S)-N-(4-(4-(3,6-diazabicyclo[3.1.1]hept-6-yl)-3-fluorophenyl)thiazol-2-yl)-2-(1,3-dimethyl-2,6-dioxo-1,2,3,6-tetrahydro-7H-purin-7-yl)-propionamide